Cl.Cl.Cl.N1(CCNCC1)C=1C=CC(=NC1)C#N 5-(piperazin-1-yl)pyridinecarbonitrile 3HCl